4-(4-(4-((S)-3-aminopyrrolidin-1-yl)-4-oxobutanoyl)piperazin-1-yl)-2-(2,6-dioxopiperidin-3-yl)isoindoline-1,3-dione N[C@@H]1CN(CC1)C(CCC(=O)N1CCN(CC1)C1=C2C(N(C(C2=CC=C1)=O)C1C(NC(CC1)=O)=O)=O)=O